COC1=C(CNC2=NC=CC=C2)C=CC(=C1)OC 2-((2,4-dimethoxybenzyl)amino)pyridin